4-(octyloxy)-N-(4-(octyloxy)phenyl)-N-(4-(tributylstannyl)phenyl)aniline C(CCCCCCC)OC1=CC=C(N(C2=CC=C(C=C2)[Sn](CCCC)(CCCC)CCCC)C2=CC=C(C=C2)OCCCCCCCC)C=C1